C1N(CC2C1CNC2)C(=O)Cl hexahydropyrrolo[3,4-c]pyrrole-2(1H)-carbonyl chloride